1-(4-fluorophenyl)-2-oxopyrrolidine-3-carboxamide FC1=CC=C(C=C1)N1C(C(CC1)C(=O)N)=O